ethyl 2-[3-(3-chloro-4-fluoro-anilino)propoxy]acetate ClC=1C=C(NCCCOCC(=O)OCC)C=CC1F